C1(=CC=CC=C1)C1=NC(=NC(=N1)C=1C=C2C=3C=C(C=CC3N(C2=CC1)C1=NC(=CC(=N1)C1=CC=CC=C1)C1=CC=CC=C1)C1=CC=CC=C1)C=1C=C2C=3C=C(C=CC3N(C2=CC1)C1=NC(=CC(=N1)C1=CC=CC=C1)C1=CC=CC=C1)C1=CC=CC=C1 6,6'-(6-phenyl-1,3,5-triazine-2,4-diyl)bis(9-(4,6-diphenylpyrimidin-2-yl)-3-phenyl-9H-carbazole)